CN1CC=2N(CC1C)N=C(C2)N 5,6-Dimethyl-4,5,6,7-tetrahydropyrazolo[1,5-a]pyrazin-2-amine